NC1=NN2C(N=C(C=C2)C=2C=C3CN(C(C3=C(C2)S(=O)(=O)NCC)=O)[C@@H](C)C2CC2)=C1C(=O)NC1CC1 2-amino-N-cyclopropyl-5-{2-[(1S)-1-cyclopropylethyl]-7-(ethylaminosulfonyl)-1-oxo-2,3-dihydro-1H-isoindol-5-yl}pyrazolo[1,5-a]pyrimidine-3-carboxamide